3-ethynylphenylallylidene-6-((5-isopropyl-1-(3-morpholinyl)propylimidazol-4-yl)methylene)piperazine-2,5-dione C(#C)C=1C=C(C=CC1)C=CC=C1C(NC(C(N1)=O)=CC=1N=C(NC1C(C)C)C(CC)C1NCCOC1)=O